2-(2-chlorophenyl)-N-(1-phenoxy-5-sulfamoylisoquinolin-7-yl)acetamide 3,4-DIHYDROXYBENZOATE OC=1C=C(C(=O)O)C=CC1O.ClC1=C(C=CC=C1)CC(=O)NC1=CC(=C2C=CN=C(C2=C1)OC1=CC=CC=C1)S(N)(=O)=O